2-(2H-benzotriazol-2-yl)-6-[(2-ethylhexyloxy)methyl]-4-methylphenol N=1N(N=C2C1C=CC=C2)C2=C(C(=CC(=C2)C)COCC(CCCC)CC)O